C(C)SC1=CC=2N(C3=CC=CC=C3SC2C=C1)C1=C(C(=NN1)OC)C(F)(F)F 2-(ethylthio)-10-(3-methoxy-4-trifluoromethyl-1H-pyrazol-5-yl)-10H-phenothiazine